N1(C(CNCC1)C(=O)OCC1=CC=CC=C1)C(=O)[O-] 2-benzyl piperazine-1,2-dicarboxylate